NCC1=NN(C(=C1)C(=O)N(C)C)C1COC1 3-(aminomethyl)-1-(1,1-dioxetan-3-yl)-N,N-dimethyl-1H-pyrazole-5-carboxamide